methyl 3-((2-((tert-butyldimethylsilyl)oxy)ethyl)amino)-4-methylbenzoate [Si](C)(C)(C(C)(C)C)OCCNC=1C=C(C(=O)OC)C=CC1C